Cl.CN1N=CC(=C1)C=1C=CC=2N(C1)N=CC2N2C[C@@H](NCC2)C (S)-6-(1-methyl-1H-pyrazol-4-yl)-3-(3-methylpiperazin-1-yl)pyrazolo[1,5-a]pyridine hydrochloride salt